2-(trifluoromethyl)-10H-Phenoxazine FC(C1=CC=2NC3=CC=CC=C3OC2C=C1)(F)F